2-Chloro-N-{2-[4-(difluoromethyl)-1,3-thiazol-5-yl]-2-{4-[(3-methylpyridin-2-yl)oxy]piperidin-1-yl}ethyl}-6-fluorobenzamide ClC1=C(C(=O)NCC(N2CCC(CC2)OC2=NC=CC=C2C)C2=C(N=CS2)C(F)F)C(=CC=C1)F